(R)-1-methyl-3-(3'-(2-(6-(1-methyl-1H-pyrazol-4-yl)-3,4-dihydroquinolin-1(2H)-yl)-2-oxoethyl)-2',4'-dioxo-2,3-dihydrospiro[indene-1,5'-oxazolidine]-5-yl)urea CNC(=O)NC=1C=C2CC[C@]3(C(N(C(O3)=O)CC(=O)N3CCCC4=CC(=CC=C34)C=3C=NN(C3)C)=O)C2=CC1